N-(3-methylaminopropyl)tetrahydrofuran-2-formamide CNCCCNC(=O)C1OCCC1